[4-(3-bromoimidazo[1,2-a]pyridin-6-yl)piperazin-1-yl]acetonitrile BrC1=CN=C2N1C=C(C=C2)N2CCN(CC2)CC#N